NC1=NN2C(N=CC(=C2)F)=C1C(=O)NC1=NC=C(C(=C1)C1CNCCC1C(=O)[O-])F 3-(2-amino-6-fluoropyrazolo[1,5-a]pyrimidine-3-carboxamido-5-fluoropyridin-4-yl)piperidine-4-carboxylate